[Cl-].CC1=CC(=C(N=N1)C1=NC=CC=N1)CCCOC[C@H]1[NH2+]CC[C@@H]1C1=CC=C(C=C1)CCCCCCCC (2S,3R)-2-((3-(6-Methyl-3-(pyrimidin-2-yl)pyridazin-4-yl)propoxy)methyl)-3-(4-octylphenyl)pyrrolidin-1-ium chloride